FC=1C=C(C=NC1C)[C@H](CCO)N(C(OC(C)(C)C)=O)O tert-butyl N-[(1S)-1-(5-fluoro-6-methyl-3-pyridyl)-3-hydroxy-propyl]-N-hydroxy-carbamate